(3-(3-chloro-5-(trifluoromethyl)pyridin-2-yl)-2-oxo-2,3-dihydrobenzoxazol-6-yloxy)acetic acid methyl ester COC(COC1=CC2=C(N(C(O2)=O)C2=NC=C(C=C2Cl)C(F)(F)F)C=C1)=O